FC(=C1C[C@H]2[C@@H]([C@@H]([C@H]1C2)C2(CC(=C(C=C2OC)F)C2=CC(=C(C=C2)F)C(=O)N)C(=O)N)C(=O)NCC2(CCC2)C)F 3-((1R,2R,3S,4S)-6-(difluoromethylene)-3-(((1-methylcyclobutyl)methyl)aminocarbonyl)bicyclo[2.2.1]hept-2-yl)-4',6-difluoro-4-methoxy-[1,1'-biphenyl]-3,3'-dicarboxamide